C(C)(C)(C)OC(=O)NCC=1C=CC(=C(C(=O)OC)C1)N(S(=O)(=O)C)C Methyl 5-(((tert-butoxycarbonyl)amino)methyl)-2-(N-methylmethylsulfonamido)benzoate